5-(difluoromethyl)-2-[(3R,5S)-3,5-dimethylpiperazin-1-yl]pyrimidine FC(C=1C=NC(=NC1)N1C[C@H](N[C@H](C1)C)C)F